sodium carboxymethyl naphthalenesulfonate C1(=CC=CC2=CC=CC=C12)S(=O)(=O)OCC(=O)O.[Na]